Cl.C(C)OC[C@H](C(C)(C)C)N (2S)-1-ethoxy-3,3-dimethyl-butan-2-amine hydrochloride